o-trichloromethyl-toluene ClC(C1=C(C)C=CC=C1)(Cl)Cl